C(#C)C1=NC2=CC=C(C=C2N=C1)C1=C(C2=C(N=CN=C2N)N1C)C1=CC(=C(C=C1)OC1=NC=CC(=N1)C)F 6-(2-ethynylquinoxalin-6-yl)-5-(3-fluoro-4-((4-methylpyrimidin-2-yl)oxy)phenyl)-7-methyl-7H-pyrrolo[2,3-d]pyrimidin-4-amine